(phenylamino)sodium methanesulfonate CS(=O)(=O)O.C1(=CC=CC=C1)N[Na]